tetra-aminotetraphenyl-methane NC=1C(=C(C(=C(C1)C(C1=CC=CC=C1)(C1=CC=CC=C1)C1=CC=CC=C1)N)N)N